CC1(CNCCC1)O 3-methylpiperidine-3-ol